N,N-bis(4-(tert-butyl)phenyl)-3-chloro-5-(3,6-di-tert-butyl-9H-carbazol-1-yl)-4-methylaniline C(C)(C)(C)C1=CC=C(C=C1)N(C1=CC(=C(C(=C1)C1=CC(=CC=2C3=CC(=CC=C3NC12)C(C)(C)C)C(C)(C)C)C)Cl)C1=CC=C(C=C1)C(C)(C)C